2,4,6-tris(3-(3-pyridyl)-(1,1'-biphenyl)-3-yl)-1,3,5-triazine N1=CC(=CC=C1)C1(CC(=CC=C1)C1=CC=CC=C1)C1=NC(=NC(=N1)C1(CC(=CC=C1)C1=CC=CC=C1)C=1C=NC=CC1)C1(CC(=CC=C1)C1=CC=CC=C1)C=1C=NC=CC1